N2,N3-bis(3-fluorophenyl)pyrazine-2,3-diamine FC=1C=C(C=CC1)NC1=NC=CN=C1NC1=CC(=CC=C1)F